C(CC)(=O)O.CC1=CC=CC(=C1)C 2,4-dimethylbenzene propionate